2-bromo-6-Methylimidazo[2,1-b][1,3,4]thiadiazole BrC1=NN2C(S1)=NC(=C2)C